NC=1C=C(C=CC1)C1=CC(=C(C=C1)OCC(CC(C)C)(C)NC(OCC1=CC=CC=C1)=O)C benzyl (1-((3'-amino-3-methyl-[1,1'-biphenyl]-4-yl)oxy)-2,4-dimethylpentan-2-yl)carbamate